4-chloro-5-fluoro-3-((2-(trimethylsilyl)ethoxy)methyl)-3H-[1,2,3]triazoleDiol ClC1(N(N=NC1(O)F)COCC[Si](C)(C)C)O